CC=1C=2C(C=CC1)=NC1=C(C(C(OC12)=O)C(F)(F)F)C1=CC=CC=C1 9-methyl-4-phenyl-3-trifluoromethyl-indolopyranone